tert-butyl (1R,5S,6S)-6-(2-ethoxy-2-oxoethyl)-3-azabicyclo[3.1.0]hexane-3-carboxylate C(C)OC(CC1[C@@H]2CN(C[C@H]12)C(=O)OC(C)(C)C)=O